ClC=1SC(=CC1C(C(=O)OCC)(F)F)Cl ethyl (2,5-dichlorothiophen-3-yl)(difluoro)acetate